CC(CCCOC(=O)C1C2C=CC(C1)C2)C 5-(4-methylpentoxycarbonyl)-bicyclo[2.2.1]hept-2-ene